C(C)N(C)\C=N\C1=CC(=C(C(=O)OCC2=CC=CC=C2)C=C1C)C benzyl (E)-4-(((ethyl (methyl) amino) methylene) amino)-2,5-dimethylbenzoate